rel-N-(5-((1R,3S)-3-((5-isopropylpyridazin-3-yl)oxy)cyclopentyl)-1H-pyrazol-3-yl)-3-(methoxymethyl)-1-methyl-1H-pyrazole-5-carboxamide C(C)(C)C=1C=C(N=NC1)O[C@@H]1C[C@@H](CC1)C1=CC(=NN1)NC(=O)C1=CC(=NN1C)COC |o1:10,12|